1-benzyl-3-((tert-butoxycarbonyl)amino)piperidine-3-carboxylic acid C(C1=CC=CC=C1)N1CC(CCC1)(C(=O)O)NC(=O)OC(C)(C)C